OOCC=1C=C(C#N)C=CC1 3-(hydroxyoxymethyl)benzonitrile